CC1=CN([C@H]2C[C@H](O)[C@@H](CO)O2)C(=O)NC1=O 2'-deoxythymidine